FC1(CCC(CC1)OC1=CC(=NC=C1)N1CCC(CC1)NC(=S)NC=1C=NC=CC1)F 1-(1-(4-((4,4-Difluoro-cyclohexyl)oxy)pyridin-2-yl)piperidin-4-yl)-3-(pyridin-3-yl)thiourea